4-Methyl-1-(tetrahydro-2H-pyran-2-yl)-1H-pyrazole-3-carbaldehyde CC=1C(=NN(C1)C1OCCCC1)C=O